FC(OC1=CC(=C(C=C1F)NS(=O)(=O)C1=CNC(=C1)C=1SC=C(N1)OC)F)F N-[4-(difluoromethoxy)-2,5-difluorophenyl]-5-(4-methoxy-1,3-thiazol-2-yl)-1H-pyrrole-3-sulfonamide